FC(S(=O)(=O)[O-])(F)F.C(C)(C)(C)OC(=O)N1CCN(CC1)S(=O)(=O)N1C=[N+](C=C1)C 1-({4-[(tert-butoxy)carbonyl]piperazin-1-yl}sulfonyl)-3-methyl-1H-imidazol-3-ium trifluoromethanesulfonate